2-(cyanomethyl)-5-(2-methoxyphenyl)pyridine-4-carboxylic acid C(#N)CC1=NC=C(C(=C1)C(=O)O)C1=C(C=CC=C1)OC